C(CC=C)Br.[Mg] magnesium (but-3-enyl) bromide